BrC=1C=C(C=CC1F)N1C(=NOC1=O)C1=NON=C1N=O 4-(3-bromo-4-fluorophenyl)-3-(4-nitroso-1,2,5-oxadiazol-3-yl)-1,2,4-oxadiazol-5(4H)-one